(+)-6-(2-chloro-3-methoxyphenyl)-2-(5-methylpyrimidin-2-yl)-5,6,7,8-tetrahydrophthalazin-1(2H)-one ClC1=C(C=CC=C1OC)C1CC=2C=NN(C(C2CC1)=O)C1=NC=C(C=N1)C